CNC(=N[N+](=O)[O-])NC[C@@H]1COCC1 |r| (RS)-1-methyl-2-nitro-3-(tetrahydro-3-furylmethyl)guanidine